(S)-(4-(benzo[d]oxazol-2-yl)-4,6-dihydropyrrolo[3,4-d]imidazol-5(1H)-yl)(4-(trifluoromethyl)oxazol-5-yl)methanone O1C(=NC2=C1C=CC=C2)[C@H]2N(CC=1NC=NC12)C(=O)C1=C(N=CO1)C(F)(F)F